(S)-N-(1-(6,7-Difluoro-1-oxo-1,2-dihydroisoquinolin-4-yl)ethyl)-3,4-difluoro-N-methylbenzamide FC=1C=C2C(=CNC(C2=CC1F)=O)[C@H](C)N(C(C1=CC(=C(C=C1)F)F)=O)C